1-(2-(4-(benzyloxy)-3-methyl-1-propyl-1H-pyrazol-5-yl)oxazol-4-yl)-N-(2,4-dimethoxybenzyl)-5-methyl-1H-pyrazolo[3,4-c]pyridine-3-carboxamide C(C1=CC=CC=C1)OC=1C(=NN(C1C=1OC=C(N1)N1N=C(C=2C1=CN=C(C2)C)C(=O)NCC2=C(C=C(C=C2)OC)OC)CCC)C